N6-(2-methoxy-4-(morpholinosulfonyl)phenyl)-N4-propyl-3-(trifluoromethyl)-1H-pyrrolo[2,3-b]pyridine-4,6-diamine COC1=C(C=CC(=C1)S(=O)(=O)N1CCOCC1)NC=1C=C(C2=C(N1)NC=C2C(F)(F)F)NCCC